8-(1-(tetrahydro-2H-pyran-2-yl)-1H-pyrazol-5-yl)-2-(1H-1,2,4-triazol-1-yl)-4H-chromen-4-one O1C(CCCC1)N1N=CC=C1C=1C=CC=C2C(C=C(OC12)N1N=CN=C1)=O